C(#N)CC(=O)N1C[C@@H]([C@@H](CC1)C)NC1=C2C(=NC=C1C(=O)OCC1CC1)NC=C2 cyclopropylmethyl 4-(((3R,4R)-1-(2-cyanoacetyl)-4-methylpiperidin-3-yl)amino)-1H-pyrrolo[2,3-b]pyridine-5-carboxylate